N1=C(N=CC=C1)C=1C=NC=NC1 2,5'-bipyrimidine